BrC=1C=C(C=C2C(=CC(=NC12)N1CCCCC1)C#N)Cl 8-bromo-6-chloro-2-(piperidin-1-yl)quinoline-4-carbonitrile